C(\C=C\C=C/CCCCC)=O (E,Z)-2,4-decadienal